((1S,2R)-1-(6-chloro-4-(1-methylazetidin-3-yl)-1,1-dioxido-3,4-dihydro-2H-benzo[e][1,2,4]thiadiazin-2-yl)-2-(6-fluoro-2,3-dimethylphenyl)propyl)-1,3,4-oxadiazol-2(3H)-one ClC=1C=CC2=C(N(CN(S2(=O)=O)[C@@H]([C@H](C)C2=C(C(=CC=C2F)C)C)N2C(OC=N2)=O)C2CN(C2)C)C1